NC1=NC=CC=C1C1=NC=2C(=NC(=CC2)C2=CC=CC=C2)N1C=1C=CC(=NC1)NCC1=C(C=C(C(=O)OC)C=C1)F methyl 4-[[[5-[2-(2-amino-3-pyridyl)-5-phenyl-imidazo[4,5-b]pyridin-3-yl]-2-pyridyl]amino]methyl]-3-fluoro-benzoate